octadecylindol-1-ium C(CCCCCCCCCCCCCCCCC)[NH+]1C=CC2=CC=CC=C12